5,7-dichloro-8-fluoro-2-(((2R,7aS)-2-fluorotetrahydro-1H-pyrrolizin-7a(5H)-yl)methoxy)pyrido[4,3-d]pyrimidin ClC1=NC(=C(C=2N=C(N=CC21)OC[C@]21CCCN1C[C@@H](C2)F)F)Cl